methyl (E)-[2-methyl-4-[3-[4-[3-(morpholin-4-yl)propynyl]phenyl]-3-(3-trifluoromethylphenyl)allyl-oxy]phenoxy]acetate CC1=C(OCC(=O)OC)C=CC(=C1)OC\C=C(\C1=CC(=CC=C1)C(F)(F)F)/C1=CC=C(C=C1)C#CCN1CCOCC1